1-(4-cyano-3-(trifluoromethyl)phenyl)thiourea C(#N)C1=C(C=C(C=C1)NC(=S)N)C(F)(F)F